NCC=1C=C(C=CC1)C=1C=CC2=C(C(=CO2)COC2=C(C=CC=C2)CCC(=O)O)C1 3-(2-((5-(3-(aminomethyl)phenyl)benzofuran-3-yl)methoxy)phenyl)propanoic acid